NC=1C(=NC=C(C(=O)[O-])C1)CC(CC)C(=O)OCC 5-amino-6-(2-(ethoxycarbonyl)butyl)nicotinate